tert-butyl (trans-3-(hydroxymethyl) cyclobutyl)carbamate OC[C@@H]1C[C@H](C1)NC(OC(C)(C)C)=O